BrC1=CC=C([C@H](C(=O)O)O)C=C1 |o1:5| (R or S)-4-bromo-mandelic acid